BrCC=1C=C(OCC2=CC(=CC(=C2)OCC#C)COC2=CC(=CC(=C2)CBr)CBr)C=C(C1)CBr 1,3-bis[[3,5-bis(bromomethyl)phenoxy]methyl]-5-prop-2-ynyloxy-benzene